C(C1=CC=CC=C1)(=O)OC[C@H]1O[C@H]([C@@H]([C@@]1(O)C(F)F)O)N1N=CC=2C1=NC(=NC2N2C[C@@H]1[C@H](C2)CCC1)Cl ((2R,3S,4R,5R)-5-(6-chloro-4-((3aR,6aS)-hexahydrocyclopenta[c]pyrrol-2(1H)-yl)-1H-pyrazolo[3,4-d]pyrimidin-1-yl)-3-(difluoromethyl)-3,4-dihydroxytetrahydrofuran-2-yl)methyl benzoate